COCC=1C(C(CC1)CC=C(C=O)C)(C)C 4-[3-(methoxymethyl)-2,2-dimethyl-cyclopent-3-en-1-yl]-2-methyl-but-2-enal